COC=1C(C(=C(C(C1OC)=O)\C=C(\C(=O)O)/CCCCCCCCC)C)=O (e)-2-((4,5-dimethoxy-2-methyl-3,6-dioxocyclohexa-1,4-dien-1-yl)methylene)undecanoic acid